C(CCC)N1C(CC=C1)=O N-butyl-pyrrolone